C(#C)C=1C=CC(=C(C1)O)C=1N=NC(=CC1C(F)(F)F)NC1CNCCC1 5-ethynyl-2-(6-(piperidin-3-ylamino)-4-trifluoromethylpyridazin-3-yl)phenol